COC=1C=C(C=CC1OC)C1N(CCC2=CC(=C(C=C12)OC)OC)C(=O)C1=CC=C(C(=O)NO)C=C1 4-(1-(3,4-Dimethoxyphenyl)-6,7-dimethoxy-1,2,3,4-tetrahydroisoquinoline-2-carbonyl)-N-hydroxybenzoamide